COS(=O)(=O)[O-].C1(=C(C=CC=C1)[N+](CCO)(CC)C1=C(C=CC=C1)C)C ditolyl-ethyl-hydroxyethyl-ammonium methylsulfate